(R)-2-PHENYLPENT-4-ENE-1-SULFONAMIDE C1(=CC=CC=C1)[C@H](CS(=O)(=O)N)CC=C